C(C)(C)(C)OC(=O)N1N=C(C=C1)OCC1(CC1)CC.N(=[N+]=[N-])CCS(=O)(=O)NCC(C)O 2-Azido-N-(2-hydroxypropyl)ethane-1-sulfonamide tert-butyl-3-((1-ethylcyclopropyl)methoxy)-1H-pyrazole-1-carboxylate